C(C)C(CN(C(C(C)C)=O)CC(CCCC)CC)CCCC N,N-di(2-ethylhexyl)isobutyramide